benzyl (S)-4-(4-(tert-butoxycarbonyl)-3-(2-methoxyethyl)piperazin-1-yl)-2-chloro-5,8-dihydropyrido[3,4-d]pyrimidine-7(6H)-carboxylate C(C)(C)(C)OC(=O)N1[C@H](CN(CC1)C=1C2=C(N=C(N1)Cl)CN(CC2)C(=O)OCC2=CC=CC=C2)CCOC